CN1C=2[C@H]([C@@H]([C@@H]1COC1CCN(CC1)C1=NC=C(C=N1)F)NS(=O)(=O)C)CCC2 Methyl-(2R,3S,3aS,6aR)-2-(((1-(5-fluoropyrimidin-2-yl)piperidin-4-yl)oxy)methyl)-3-(methylsulfonamido)hexahydrocyclopenta[b]pyrrole